COC1=C(C=CC=C1)N1N=CC(=C1)C1=C2C(=NC=C1)NC=C2 4-[1-(2-methoxyphenyl)-1H-pyrazol-4-yl]-1H-pyrrolo[2,3-b]pyridine